C(C=C)N(S(=O)(=O)C1=CC=C(C=C1)OC1=CC=C(C=C1)S(=O)(=O)N)CC=C N,N-diallyl-4,4'-oxo-bisbenzenesulfonamide